3-cyclobutoxy-2-fluoro-4-(1-methylcyclopropylsulfonylcarbamoyl)benzoic acid C1(CCC1)OC=1C(=C(C(=O)O)C=CC1C(NS(=O)(=O)C1(CC1)C)=O)F